5-(1H-pyrazol-1-yl)-1H-tetrazole N1(N=CC=C1)C1=NN=NN1